COC(CNC(C(C)(C)C)=O)=O N-pivaloylglycine methyl ester